(6S)-4-(8-(6-chloro-5-cyclopropyl-1-(tetrahydro-2H-pyran-2-yl)-1H-indazol-4-yl)-2-(methylsulfonyl)pyrido[4',3':4,5]thieno[2,3-d]pyrimidin-4-yl)-6-methyl-1,4-oxazepan-6-ol ClC1=C(C(=C2C=NN(C2=C1)C1OCCCC1)C1=NC=CC2=C1SC=1N=C(N=C(C12)N1CCOC[C@](C1)(O)C)S(=O)(=O)C)C1CC1